(±)-2-(2-(4-Bromo-2-methylbenzo[d]oxazol-6-yl)-4-methyl-3,4-dihydro-2H-benzo[b][1,4]oxazin-8-yl)acetic acid ethyl ester C(C)OC(CC1=CC=CC2=C1O[C@@H](CN2C)C2=CC1=C(N=C(O1)C)C(=C2)Br)=O |r|